O1CC(C1)C1=CC(=NO1)C(=O)NC1C[C@H]2CC[C@@H](C1)N2S(=O)(=O)CC2[C@H]1CC(C[C@@H]21)NC(OCC2=CC=CC=C2)=O Benzyl ((1R,3R,5S,6s)-6-((((1R,3R,5S)-3-(5-(oxetan-3-yl)isoxazole-3-carboxamido)-8-azabicyclo[3.2.1]octan-8-yl)sulfonyl)methyl)bicyclo[3.1.0]hexan-3-yl)carbamate